4'-((5-(ethylcarbamoyl)-1,3-phenylene)bis(1H-1,2,3-triazol-1,4-diyl))bis(2-(trifluoromethyl)benzoic acid) C(C)NC(=O)C=1C=C(C=C(C1)N1N=NC(=C1)C=1C(=C(C(=O)O)C=CC1)C(F)(F)F)N1N=NC(=C1)C=1C(=C(C(=O)O)C=CC1)C(F)(F)F